NCCOCCNC(OCC1C2=CC=CC=C2C=2C=CC=CC12)=O (9H-fluoren-9-yl)methyl (2-(2-aminoethoxy)ethyl)carbamate